4-amino-1-((2R,4R,5R)-5-ethynyl-3,3-difluoro-4-hydroxy-5-(hydroxymethyl)tetrahydrofuran-2-yl)pyrimidin-2(1H)-one NC1=NC(N(C=C1)[C@@H]1O[C@@]([C@H](C1(F)F)O)(CO)C#C)=O